N-(3'-(1-((5-cyclopropyl-4-methyl-1H-pyrazol-3-yl)amino)-1-oxopropan-2-yl)-[1,1'-biphenyl]-4-yl)acrylamide C1(CC1)C1=C(C(=NN1)NC(C(C)C=1C=C(C=CC1)C1=CC=C(C=C1)NC(C=C)=O)=O)C